COC(C=C)=O.C(C)(C)(C)C1=C(O)C=CC(=C1)O 2-tert-butyl-hydroquinone mono(methyl)acrylate